6-(4-Fluorophenyl)-4-{[(3S)-piperidin-3-yl]amino}pyrido[3,2-d]pyrimidine-8-carboxamide FC1=CC=C(C=C1)C=1C=C(C=2N=CN=C(C2N1)N[C@@H]1CNCCC1)C(=O)N